Cl.COC(=O)C1N(C(CN(C1)CC1=CC=CC=C1)C)C(CN)=O 4-benzyl-1-glycyl-6-methylpiperazine-2-carboxylic acid methyl ester hydrochloride